2-(4-(4-fluoro-3-isopropyl-2-(8-methyl-[1,2,4]triazolo[1,5-a]pyridin-6-yl)-1H-pyrrolo[2,3-c]pyridin-5-yl)piperidin-1-yl)acetamide FC1=C2C(=CN=C1C1CCN(CC1)CC(=O)N)NC(=C2C(C)C)C=2C=C(C=1N(C2)N=CN1)C